2-chloro-1,3-difluoro-4-nitro-benzene ClC1=C(C=CC(=C1F)[N+](=O)[O-])F